CC1=C(C=C(C=C1)NC(=O)C2=CC=C(C=C2)CN3CCN(CC3)CCN)NC4=NC=CC(=N4)C5=CN=CC=C5 The molecule is an analogue of imatinib where the piperidine N-methyl group is replaced by 2-aminoethyl. It is a N-alkylpiperazine, a member of pyrimidines and a member of pyridines. It derives from an imatinib.